C(C)(C)C1=C(C(=CC=C1)C(C)C)N1C(=NC=C1)C1=CC(=CC=C1)OC1=CC(=CC(=C1)C)C=1N(C=CN1)C1=C(C=CC=C1C(C)C)C(C)C 1-(2,6-diisopropylphenyl)-2-(3-(3-(1-(2,6-diisopropylphenyl)-1H-imidazol-2-yl)-5-methylphenoxy)phenyl)-1H-imidazole